(2-methyl-1H-benzo[b]indeno[4,5-d]thiophen-1-yl)chlorodimethylsilane CC1=CC=2C=CC3=C(C4=C(S3)C=CC=C4)C2C1[Si](C)(C)Cl